[4-[(5-chloro-1,3-dimethyl-pyrazol-4-yl)methyl]piperazino]-[6-(3-cyclopropyl-1H-1,2,4-triazol-5-yl)-2-azaspiro[3.3]heptan-2-yl]methanone ClC1=C(C(=NN1C)C)CN1CCN(CC1)C(=O)N1CC2(C1)CC(C2)C2=NC(=NN2)C2CC2